2-Propenoic acid, 3-oxopentyl ester C(C=C)(=O)OCCC(CC)=O